C(C)N1CCN(CC1)C1CCN(CC1)C1CCN(CC1)C1=C(C=NC2=CC=C(C=C12)[S@](=O)C)S(=O)(=O)C1=CC=C(C=C1)OCCCCCCCCCCCCCCCCCC (R)-4-(4-(4-ethylpiperazin-1-yl)-[1,4'-bipiperidin]-1'-yl)-6-(methylsulfinyl)-3-((4-(octadecyloxy)phenyl)sulfonyl)quinoline